Br/C(/C(=O)O)=C/C(=O)O Bromomaleic acid